COC1=C(C=CC(=C1)N1CCN(CC1)C)NC1=NC=CC(=C1)NC1=C(C#N)C=CC=N1 2-((2-((2-Methoxy-4-(4-methylpiperazin-1-yl)phenyl)amino)pyridin-4-yl)amino)nicotinonitrile